1-(bicyclo[1.1.1]pent-1-yl)-6-(cyclopropylmethyl)-1,7-dihydro-4H-pyrazolo[3,4-d]pyrimidin-4-one C12(CC(C1)C2)N2N=CC1=C2NC(=NC1=O)CC1CC1